(5-bromothiophen-2-yl)cyclobutan-1-ol BrC1=CC=C(S1)C1(CCC1)O